decyl 3-(decyloxyloxythiocarbonylamino-methyl)-3,5,5-trimethylcyclohexylthiocarbamate C(CCCCCCCCC)OOC(=S)NCC1(CC(CC(C1)(C)C)NC(OCCCCCCCCCC)=S)C